methyl-1-[(7S)-1-[3-[(1S)-1-(2,2-difluoro-1,3-benzodioxol-5-yl)ethoxy]phenyl]-3-(trifluoromethyl)-4,5,6,7-tetrahydroindazole-7-carbonyl]piperidine CC1N(CCCC1)C(=O)[C@H]1CCCC=2C(=NN(C12)C1=CC(=CC=C1)O[C@@H](C)C1=CC2=C(OC(O2)(F)F)C=C1)C(F)(F)F